ClC1=CC=C(C=C1)C=1C(=CC=CC1)C(=O)N1CC(CC1)SC=1C=C2CN(C(C2=CC1)=O)C1C(NC(CC1)=O)=O 3-(5-((1-(4'-chloro-[1,1'-biphenyl]-2-carbonyl)pyrrolidin-3-yl)thio)-1-oxoisoindolin-2-yl)piperidine-2,6-dione